F[C@@H]1[C@@H]([C@H](CCC1)N1CCN(CC1)C(C)C)NC(=O)N1CCC(CC1)C N-{(1R,2S,6S)-2-fluoro-6-[4-(propan-2-yl)piperazin-1-yl]cyclohexyl}-4-methylpiperidine-1-carboxamide